Cl.COC=1C=C2C(=NC=NC2=CC1OC)N1CCC(CC1)CCN 2-(1-(6,7-dimethoxyquinazolin-4-yl)piperidin-4-yl)ethan-1-amine hydrochloride